C(\C=C\C1=CC(OC)=C(O)C=C1)(=O)OCCCCCCCCCCCCCCCCCCCC n-Eicosyl ferulate